(R)-benzyl 3-(5,6-dihydro-4H-cyclopenta[d]thiazol-2-yl)-8-methyl-5,6-dihydro-[1,2,4]triazolo[4,3-a]pyrazine-7(8H)-carboxylate S1C(=NC2=C1CCC2)C2=NN=C1N2CCN([C@@H]1C)C(=O)OCC1=CC=CC=C1